5-Chloro-1-[2-hydroxy-3-[4-[[4-[(E)-3-(4-methoxyphenyl)prop-2-enoyl]phenoxy]methyl]triazol-1-yl]propyl]indole-2,3-dione ClC=1C=C2C(C(N(C2=CC1)CC(CN1N=NC(=C1)COC1=CC=C(C=C1)C(\C=C\C1=CC=C(C=C1)OC)=O)O)=O)=O